N,N-Dimethylthiocarbamic acid O-5-bromo-2-chlorophenyl ester BrC=1C=CC(=C(C1)OC(N(C)C)=S)Cl